5-(3-Chloro-5-fluorobenzyl)thiazol-2-amine ClC=1C=C(CC2=CN=C(S2)N)C=C(C1)F